1-(2,6-difluoro-4-sulfamoylbenzyl)-8-methoxy-2-oxo-2,3-dihydropyrazino[2,3-c]quinoline-4(1H)-carboxylic acid tert-butyl ester C(C)(C)(C)OC(=O)N1CC(N(C2=C1C=NC=1C=C(C=CC21)OC)CC2=C(C=C(C=C2F)S(N)(=O)=O)F)=O